2-Cyano-2-methylpropanoic acid C(#N)C(C(=O)O)(C)C